N'-[(E)-(3,5-dimethoxyphenyl)methylidene]-6-(4-propoxyphenyl)pyrazine-2-carbohydrazide COC=1C=C(C=C(C1)OC)\C=N\NC(=O)C1=NC(=CN=C1)C1=CC=C(C=C1)OCCC